C(C)C=C(C(=O)[O-])C ethyl-methyl-acrylate